11-(4-tert-butylphenoxy)undecan-1-ol C(C)(C)(C)C1=CC=C(OCCCCCCCCCCCO)C=C1